O[C@H](CN1C[C@H]([C@H](CC1)NC1=C2C=C(N(C2=CC=C1)CC(F)(F)F)C#CCNC1=C(C=C(C=C1)S(=O)(=O)N)OC)F)CO 4-((3-(4-(((3R,4S)-1-((R)-2,3-dihydroxypropyl)-3-fluoropiperidin-4-yl)amino)-1-(2,2,2-trifluoroethyl)-1H-indol-2-yl)prop-2-yn-1-yl)amino)-3-methoxybenzenesulfonamide